ClC=1C=CC2=C(N=CN(C2=O)C2CCN(CC2)C(=O)OC(C)(C)C)N1 tert-butyl 4-{7-chloro-4-oxopyrido[2,3-d]pyrimidin-3-yl}piperidine-1-carboxylate